FC(C=1C=C(C=C(C1)C(F)(F)F)C=1OC=2N=C3N(C(C2N1)=O)CCC3)(F)F 2-(3,5-bis(trifluoromethyl)phenyl)-6,7-dihydrooxazolo[5,4-d]pyrrolo[1,2-a]pyrimidin-9(5H)-one